C(CCCCCCCCCCC)C(=S)C1=C(C(=O)[O-])C=CC=C1 2-(dodecylthiocarbonyl)benzoate